2'-O-methylcytidine 5'-triphosphate P(O)(=O)(OP(=O)(O)OP(=O)(O)O)OC[C@@H]1[C@H]([C@H]([C@@H](O1)N1C(=O)N=C(N)C=C1)OC)O